OC(CC=C)[C@@H]1[C@H](C1)C(=O)OCC (1S,2S)-ethyl 2-(1-hydroxybut-3-en-1-yl)cyclopropanecarboxylate